(1-(tert-butoxycarbonyl)-1,2,5,6-tetrahydropyridin-3-yl)boronic acid C(C)(C)(C)OC(=O)N1CC(=CCC1)B(O)O